Br.BrC(CN)C 2-bromopropan-1-amine hydrobromide